1-(8-piperazin-1-ylimidazo[1,2-a]pyridin-3-yl)hexahydropyrimidine-2,4-dione N1(CCNCC1)C=1C=2N(C=CC1)C(=CN2)N2C(NC(CC2)=O)=O